6-(3-Methoxy-benzyl)-3,3-dimethyl-2,3-dihydro-1H-pyrrolo[3,2-c]pyridine, Hydrochloride Salt Cl.COC=1C=C(CC2=CC3=C(C=N2)C(CN3)(C)C)C=CC1